1-[(4R)-2,2-dimethyl-1,3-dioxolan-4-yl]ethan-1-ol CC1(OC[C@@H](O1)C(C)O)C